(S)-N-acetyl-beta-naphthylalanine C(C)(=O)N[C@@H](CC1=CC=CC2=CC=CC=C12)C(=O)O